(3-(3-(2,3-dichlorophenyl)-1H-pyrazolo[3,4-b]pyrazin-6-yl)-7-(1-methyl-1H-1,2,3-triazol-4-yl)-3-azabicyclo[4.1.0]heptan-7-yl)methanamine ClC1=C(C=CC=C1Cl)C1=NNC2=NC(=CN=C21)N2CC1C(C1CC2)(C=2N=NN(C2)C)CN